CC1(OC[C@H](O1)CO)C |r| (+-)-(2,2-dimethyl-1,3-dioxolan-4-yl)methanol